FC=1C(=C(N(C)C)C=CC1)B1OC(C(O1)(C)C)(C)C 3-fluoro-N,N-dimethyl-2-(4,4,5,5-tetramethyl-1,3,2-dioxaborolan-2-yl)aniline